C(C)(=O)NC1=NC=CC(=C1)OC1=CC=C(C=C1)NC(=O)C1=NC=CN(C1=O)C1=CC(=C(C=C1)OC)OC N-{4-[2-(acetamido)pyridin-4-yloxy]phenyl}-3-oxo-4-(3,4-dimethoxyphenyl)-3,4-dihydropyrazine-2-carboxamide